1,2,3-trichloro-5-(3,3-diethoxyprop-1-en-1-yl)benzene ClC1=C(C(=CC(=C1)C=CC(OCC)OCC)Cl)Cl